N-[(1R)-1-[3-(1,1-difluoro-2-hydroxy-ethyl)phenyl]ethyl]-6-oxo-1-phenyl-pyridazine-3-carboxamide FC(CO)(F)C=1C=C(C=CC1)[C@@H](C)NC(=O)C1=NN(C(C=C1)=O)C1=CC=CC=C1